P(=O)(O[Si](C)(C)C)(OCCC)F trimethylsilyl (propyl) fluorophosphate